OCCCCOC1COCC1 3-(4-hydroxybutoxy)-tetrahydrofuran